NC(=S)NCC(=O)O 2-[(AMINOTHIOXOMETHYL)AMINO]ACETIC ACID